N-methylglycine benzyl ester C(C1=CC=CC=C1)OC(CNC)=O